Sulfur nitrogen oxide [N]=O.[S]